Cl.COC([C@H](CC1=CC=C(C=C1)OC1CC1)N)=O (S)-2-amino-3-(4-cyclopropyloxyphenyl)propanoic acid methyl ester hydrochloride